ON1C(CCC1)C(=O)NCC1=CC=C(C=C1)C1=C(N=CS1)C hydroxy-N-(4-(4-methylthiazol-5-yl)benzyl)pyrrolidine-2-carboxamide